C(C)(C)(C)C1=C(CN(C(=O)C=2C=NN(C2)CC2(CC(=CC(=C2)F)C(F)F)C)C2CC2)C=C(C=C1)C N-(2-tert-butyl-5-methylbenzyl)-N-cyclopropyl-3-(difluoromethyl)-5-fluoro-1-methylbenzyl-1H-pyrazole-4-carboxamide